3-(menthoxy)-1,2-propanediol C1(CC(C(CC1)C(C)C)OCC(CO)O)C